C[Si](CCOCN1N=C(C=C1)CN1N=CC2=C(C1=O)NC1=C2SC=N1)(C)C 6-((1-((2-(trimethylsilyl)ethoxy)methyl)-1H-pyrazol-3-yl)methyl)-4H-thiazolo[5',4':4,5]Pyrrolo[2,3-d]Pyridazin-5(6H)-one